3-amino-6-(5-(3-amino-1,1,1-trifluoro-2-hydroxy-3-oxopropan-2-yl)-2-methylphenyl)-N-((1r,4r)-4-methoxycyclohexyl)pyrazine-2-carboxamide trifluoroacetate FC(C(=O)O)(F)F.NC=1C(=NC(=CN1)C1=C(C=CC(=C1)C(C(F)(F)F)(C(=O)N)O)C)C(=O)NC1CCC(CC1)OC